FC1=CC=C2C[C@@H](C2=C1)NC(=NO)C=1C(=NON1)OCC(=O)N[C@@H](CO)C 2-[(4-{N-[(7S)-4-Fluorobicyclo[4.2.0]octa-1,3,5-trien-7-yl]-N'-hydroxycarbamimidoyl}-1,2,5-oxadiazol-3-yl)oxy]-N-[(2R)-1-hydroxypropan-2-yl]acetamid